nonadeca-3,6,9,11-tetraene CCC=CCC=CCC=CC=CCCCCCCC